C1(CC1)C=1C=NC=2CCN(CC2C1)C1=C(C(=CN=N1)C)C 6-(3-cyclopropyl-7,8-dihydro-1,6-naphthyridin-6(5H)-yl)-4,5-dimethylpyridazine